S(=O)(=O)(O)C1=C(C=CC(=C1)S(=O)(=O)O)C1=NN(N([NH2+]1)C1=CC=C(C=C1)I)C1=CC=C(C=C1)[N+](=O)[O-] 5-(2,4-disulfophenyl)-2-(4-iodophenyl)-3-(4-nitrophenyl)-2H-tetrazolium